(4-fluorophenyl)(2-(5-(trifluoromethyl)-1,2,4-oxadiazol-3-yl)-4,7-dihydrothieno[2,3-c]pyridin-6(5H)-yl)methanone FC1=CC=C(C=C1)C(=O)N1CC2=C(CC1)C=C(S2)C2=NOC(=N2)C(F)(F)F